F[C@@](C)(S(=O)(=O)C1=CC(=CC=C1)F)C1CCNCC1 (S)-4-(1-fluoro-1-((3-fluorophenyl)sulfonyl)ethyl)piperidine